OC(C(=O)N)CCCCCC(=O)N (E)-hydroxyoctanediamide